1-(((4R,5S)-5-ethyl-2-oxooxazolidin-4-yl)methoxy)imidazo[1,2-a][1,7]naphthyridine-6-carboxamide C(C)[C@H]1[C@H](NC(O1)=O)COC1=NC=CC=2C=C(C=3N(C12)C=CN3)C(=O)N